5,6,7,8-tetrahydro-1,6-naphthyridine-6-carbonitrile N1=CC=CC=2CN(CCC12)C#N